ClC1=NC(=CC=C1C(=O)NS(=O)(=O)C=1C=NN(C1)CCCC1CC(N(C1)C(=O)OC(C)(C)C)(C)C)N1N=C(C=C1)OCCC1(CC1)C(F)(F)F tert-Butyl 4-[3-[4-[[2-chloro-6-[3-[2-[1-(trifluoromethyl)cyclopropyl]ethoxy]pyrazol-1-yl]pyridine-3-carbonyl]sulfamoyl]pyrazol-1-yl]propyl]-2,2-dimethyl-pyrrolidine-1-carboxylate